COCC(=O)N(C1=CC=CC=C1)C1CCN(CC1)CCC1=CC=CC=C1 2-Methoxy-N-(1-phenethylpiperidin-4-yl)-N-phenylacetamide